N-(4-methyl-5-phenyl-thiazol-2-yl)benzenesulfonamide CC=1N=C(SC1C1=CC=CC=C1)NS(=O)(=O)C1=CC=CC=C1